3-iodo-N,N-dimethyl-1-trityl-1H-Pyrazolo[3,4-d]Pyrimidin-4-amine IC1=NN(C2=NC=NC(=C21)N(C)C)C(C2=CC=CC=C2)(C2=CC=CC=C2)C2=CC=CC=C2